BrCC1=C(C=CC=C1)\C(\C(=O)OC)=N/OC methyl (2E)-2-[2-(bromomethyl)phenyl]-2-methoxyimino-acetate